benzyl 6-fluoro-4-oxospiro[chromane-2,4'-piperidine]-1'-carboxylate FC=1C=C2C(CC3(CCN(CC3)C(=O)OCC3=CC=CC=C3)OC2=CC1)=O